ClC=1C(=NC=CC1)OC[C@@]1(N(CCC1)C1=C(C=C2C(C(=CN(C2=C1F)C=1C=NC(=CC1)N1CC(C1)N(C)C)C(=O)O)=O)F)C (R)-7-(2-(((3-chloropyridin-2-yl)oxy)methyl)-2-methylpyrrolidin-1-yl)-1-(6-(3-(dimethylamino)azetidin-1-yl)pyridin-3-yl)-6,8-difluoro-4-oxo-1,4-dihydroquinoline-3-carboxylic acid